NC1=NC=CC=C1C1=NC=2C(=NC(=CC2)N2N=CC=C2)N1C=1C=C2CC[C@@H](C2=CC1)NC(C1=C(C=CC=C1)N1C(C(CC1)=C)=O)=O (S)-N-(5-(2-(2-aminopyridin-3-yl)-5-(1H-pyrazol-1-yl)-3H-imidazo[4,5-b]pyridin-3-yl)-2,3-dihydro-1H-inden-1-yl)-2-(3-methylene-2-oxopyrrolidin-1-yl)benzamide